2-chloro-4-(((3-methylpyridin-2-yl)methyl)amino)pyrimidin-5-carboxamide ClC1=NC=C(C(=N1)NCC1=NC=CC=C1C)C(=O)N